1-(4-(3-amino-1H-indazol-4-yl)phenyl)-3-(pyridin-4-yl)urea NC1=NNC2=CC=CC(=C12)C1=CC=C(C=C1)NC(=O)NC1=CC=NC=C1